6,7-dimethoxy-2-methyl-N-[1-{5-[2-(1H-tetrazol-5-yl)phenyl]thiophen-2-yl}ethyl]quinazolin-4-amine COC=1C=C2C(=NC(=NC2=CC1OC)C)NC(C)C=1SC(=CC1)C1=C(C=CC=C1)C1=NN=NN1